BrC1=CN=C(N(C1=O)CC(=O)OCCCC)N1CCOCC1 butyl 2-(5-bromo-2-morpholino-6-oxopyrimidin-1(6H)-yl)acetate